3-[2-amino-5-(3-fluoro-2,6-dimethyl-4-pyridyl)thiazol-4-yl]benzonitrile NC=1SC(=C(N1)C=1C=C(C#N)C=CC1)C1=C(C(=NC(=C1)C)C)F